FC=1C=C(OC2=C(C=C3C=NN(C3=C2)C)C(=O)N)C=CC1OCCOC1CCOCC1 6-[3-fluoro-4-(2-tetrahydropyran-4-yloxyethoxy)phenoxy]-1-methyl-indazole-5-carboxamide